IC=1C=NN(C1)CC1CC1 4-Iodo-1-cyclopropylmethyl-1H-pyrazole